C(C)(C)(C)OC(=O)N1C(=CC(=C1)OS(=O)(=O)C)C(NC1=CC(=C(C=C1)Cl)C(F)(F)F)=O (tert-butyl)-2-((4-chloro-3-(trifluoromethyl) phenyl) carbamoyl)-4-methanesulfonyloxypyrrole-1-carboxylate